NC1=CC=C(C=C1)C12CCC(CC1)(CC2)C(=O)OC methyl 4-(4-aminophenyl)bicyclo[2.2.2]octane-1-carboxylate